(R)-8-(difluoromethoxy)-4-((1-(3-(difluoromethyl)-2-fluorophenyl)ethyl)amino)-6-(1-(Fluoromethyl)cyclopropyl)-2-methylpyrido[4,3-d]pyrimidin-7(6H)-one FC(OC=1C(N(C=C2C1N=C(N=C2N[C@H](C)C2=C(C(=CC=C2)C(F)F)F)C)C2(CC2)CF)=O)F